ClC1=C(C=CC=C1)C1CNC=2C=C(C=C(C2C1=O)C(=O)OC)F methyl 3-(2-chlorophenyl)-7-fluoro-4-oxo-2,3-dihydro-1H-quinoline-5-carboxylate